2-(8-((2-hydroxyethyl)(7-methyl-8-(octyloxy)-7-((octyloxy)carbonyl)-8-oxooctyl)amino)octyl)-2-methylmalonate OCCN(CCCCCCCCC(C(=O)[O-])(C(=O)[O-])C)CCCCCCC(C(=O)OCCCCCCCC)(C(=O)OCCCCCCCC)C